C(C)(=O)OC1C(OC(C1OC(C)=O)N1N=CC=2C1=NC(=CC2NC2CCCC2)Cl)COC(C)=O (Acetoxymethyl)-5-(6-chloro-4-(cyclopentylamino)-1H-pyrazolo[3,4-b]pyridin-1-yl)tetrahydrofuran-3,4-diyl diacetate